6-(4-(tert-butyl)phenyl)-1-methyl-1H-pyrazolo[3,4-d]Pyrimidin-4-amine C(C)(C)(C)C1=CC=C(C=C1)C1=NC(=C2C(=N1)N(N=C2)C)N